diisobutyl 3,9-perylenedicarboxylate C1=CC(=C2C=CC=C3C4=CC=C(C5=CC=CC(C1=C23)=C45)C(=O)OCC(C)C)C(=O)OCC(C)C